C(=O)(O)C1=C(C(=O)NC2=NN(C3=C(C=C(C(=C23)OC2=C(C=CC(=C2)F)Cl)NC(C2=CC(=CC(=C2)C(F)(F)F)F)=O)C(=O)O)C)C=CC=C1 3-(2-carboxybenzamido)-4-(2-chloro-5-fluorophenoxy)-5-(3-fluoro-5-(trifluoromethyl)benzamido)-1-methyl-1H-indazole-7-carboxylic acid